C(C)(C)(C)OC(N[C@@H](CCC(F)(F)F)C=O)=O.BrC=1C=CC(=NC1)NC(=O)C1CCCC1 N-(5-bromopyridin-2-yl)cyclopentanecarboxamide tert-butyl-N-[(1S)-4,4,4-trifluoro-1-formyl-butyl]carbamate